1-(4-trifluoromethylbenzyl)pseudouridine triphosphate P(O)(=O)(OP(=O)(O)OP(=O)(O)O)OC[C@@H]1[C@H]([C@H]([C@@H](O1)C1=CN(C(=O)NC1=O)CC1=CC=C(C=C1)C(F)(F)F)O)O